C(=CCCCCCCCCCCCCCCCCCCCC)C1C(=O)OC(C1)=O 2-(1-docosenyl)succinic anhydride